3-amino-5-(N-(tert-butyl)sulfamoyl)-4-phenoxybenzoic acid NC=1C=C(C(=O)O)C=C(C1OC1=CC=CC=C1)S(NC(C)(C)C)(=O)=O